O1CCCC1 Tetra-Hydro-Furan